3-(butylamino)-2-((5-nitrothiazol-2-yl)carbamoyl)phenylacetate C(CCC)NC=1C(=C(C=CC1)CC(=O)[O-])C(NC=1SC(=CN1)[N+](=O)[O-])=O